ClC=1C=C2[C@@H](C[C@@H](N(C2=CC1)C(CC)=O)C)NC1=CC=C(C=C1)[N+](=O)[O-] |o1:4,6| 1-((2S*,4R*)-6-chloro-2-methyl-4-((4-nitrophenyl)amino)-3,4-dihydroquinolin-1(2H)-yl)propan-1-one